NC([C@H](C)NC(C1=CC(=CC(=C1)C(F)(F)F)C(F)(F)F)=O)=O (S)-N-(1-amino-1-oxopropan-2-yl)-3,5-bis(trifluoromethyl)benzamide